ethyl 2-(2-((5-(3-(aminomethyl)phenyl)-7-methylbenzofuran-3-yl)methoxy)-4-methylphenyl)acetate NCC=1C=C(C=CC1)C=1C=C(C2=C(C(=CO2)COC2=C(C=CC(=C2)C)CC(=O)OCC)C1)C